{4-[2-(S)-(4-ethylthiazol-2-yl)-2-(2-phenylacetylamino)ethyl]-phenyl}sulfamic acid C(C)C=1N=C(SC1)[C@H](CC1=CC=C(C=C1)NS(O)(=O)=O)NC(CC1=CC=CC=C1)=O